C(C)OC(=O)C=1SC2=C(C1C)C=C(C=C2F)F 5,7-Difluoro-3-methyl-1-benzothiophene-2-carboxylic acid ethyl ester